(S,E)-N-(1-cyclopropyl-3-(methylsulfonyl)allyl)-2-(isopropyl(methyl)amino)-4-phenoxypyrimidine-5-carboxamide C1(CC1)[C@@H](\C=C\S(=O)(=O)C)NC(=O)C=1C(=NC(=NC1)N(C)C(C)C)OC1=CC=CC=C1